2-(2,6-Difluorophenyl)-2-methylpropanoic acid methyl ester COC(C(C)(C)C1=C(C=CC=C1F)F)=O